CC=1OC=C(N1)C(C)O 1-(2-methyl-oxazol-4-yl)ethan-1-ol